CC(C1=CC=CC=2C3=CC=CC=C3CC12)(C1C=CC=C1)C dimethyl-(cyclopentadienyl)-1-(fluoren-1-yl)methane